[Au].BrN1C(C=2C(C1=O)=CC=CC2)=O N-bromophthalimide gold